(S)-2-((p-toluenesulfonyl)methyl)morpholine CC1=CC=C(C=C1)S(=O)(=O)C[C@@H]1CNCCO1